(2-{6-Ethoxy-4-[4-fluoro-2-(4-methyl-1,2,4-triazol-3-yl)phenyl]pyridin-2-yl}-7-methoxy-1,3-benzoxazol-5-yl)methanol C(C)OC1=CC(=CC(=N1)C=1OC2=C(N1)C=C(C=C2OC)CO)C2=C(C=C(C=C2)F)C2=NN=CN2C